(2S,4R)-1-((S)-2-amino-3,3-dimethylbutanoyl)-4-hydroxy-N-((S)-1-(4-(4-methylthiazol-5-yl)phenyl)ethyl)pyrrolidine-2-carboxamide HCl salt Cl.N[C@H](C(=O)N1[C@@H](C[C@H](C1)O)C(=O)N[C@@H](C)C1=CC=C(C=C1)C1=C(N=CS1)C)C(C)(C)C